dysprosium hydroxyethylidene diphosphonate P1(=O)OC(CO)OP(O1)=O.[Dy]